(S)-3-(4-(4-(4-chlorophenyl)piperidin-1-yl)-3-fluorophenyl)-3-methylpiperidine-2,6-dione ClC1=CC=C(C=C1)C1CCN(CC1)C1=C(C=C(C=C1)[C@]1(C(NC(CC1)=O)=O)C)F